5-((2,5,6-trichloropyrimidin-4-yl)amino)-1,3-dihydro-2H-benzo[d]imidazol-2-one ClC1=NC(=C(C(=N1)NC1=CC2=C(NC(N2)=O)C=C1)Cl)Cl